C(CC\C=C/CCCCC)O CIS-4-DECENOL